N[C@@H]1[C@@H](OCC12CCN(CC2)C=2N(C(C1=C(N2)NN=C1C#CC1=C(C=C(C=C1)F)F)=O)C)C 6-((3S,4S)-4-amino-3-methyl-2-oxa-8-azaspiro[4.5]decan-8-yl)-3-((2,4-difluorophenyl)ethynyl)-5-methyl-1,5-dihydro-4H-pyrazolo[3,4-d]pyrimidin-4-one